C(C)(C)(C)OC(=O)N1C(=C(C=2C1=CN=C(C2F)N2CCC1(OCCO1)CC2)C(C)C)C=2C=C(C=1N(C2)N=CN1)OC 4-fluoro-3-isopropyl-2-(8-methoxy-[1,2,4]triazolo[1,5-a]pyridin-6-yl)-5-(1,4-dioxa-8-azaspiro[4.5]decan-8-yl)-1H-pyrrolo[2,3-c]pyridine-1-carboxylic acid tert-butyl ester